CC1=C(C=C(C=C1)C1=CC(=NC=C1)N1CCOCC1)S(=O)(=O)N1CC(C1)O ((2-methyl-5-(2-morpholinopyridin-4-yl)phenyl)sulfonyl)azetidin-3-ol